CO[C@H]1[C@@H](SC=2C=NC=C(C2)C#C)O[C@@H]([C@@H]([C@@H]1N1N=NC(=C1)C=1SC=CN1)O)CO 5-ethynylpyridin-3-yl 3-deoxy-2-O-methyl-3-[4-(2-thiazolyl)-1H-1,2,3-triazol-1-yl]-1-thio-alpha-D-galactopyranoside